C=1N=CN2C1C(=CC=C2)C(=O)N2C[C@H]([C@@H](CC2)C2=CC=CC=C2)[N+](=O)[O-] imidazo[1,5-a]pyridin-8-yl((3S,4S)-3-nitro-4-phenylpiperidin-1-yl)methanone